COC=1C=C(C=CC1[N+](=O)[O-])SCCO 2-((3-methoxy-4-nitrophenyl)thio)ethan-1-ol